NS(=NC(CC1=C(C=C(C=C1C(C)C)C(F)F)C(C)C)=O)(=O)C1=CC=C(C=C1)CN(C)C N-(amino(4-((dimethylamino)methyl)phenyl)(oxo)-λ6-sulfaneylidene)-2-(4-(difluoromethyl)-2,6-diisopropylphenyl)acetamide